(2R,3R,4S,5R)-2-(6-aminopurine-9-yl)-4-benzyloxy-5-(benzyloxymethyl)-5-(hydroxy-methyl)tetrahydrofuran-3-ol NC1=C2N=CN(C2=NC=N1)[C@@H]1O[C@]([C@H]([C@H]1O)OCC1=CC=CC=C1)(CO)COCC1=CC=CC=C1